NC1=C(CC(S1)COC1=CC=C(C=C1)Cl)C#N 5-amino-2-[(4-chlorophenoxy)methyl]-2,3-dihydrothiophene-4-carbonitrile